ClC1=CC=C(C=C1)C(NS(=O)(=O)C=1C=NC(=CC1)OC(C)C)C1CCNCC1 N-((4-chlorophenyl)(piperidin-4-yl)methyl)-6-isopropoxypyridine-3-sulfonamide